3-(4-(4-(4-Chloro-2,3-difluorophenyl)piperidin-1-yl)-3-methyl-1H-indazol-1-yl)-1-(4-methoxybenzyl)piperidine-2,6-dione ClC1=C(C(=C(C=C1)C1CCN(CC1)C1=C2C(=NN(C2=CC=C1)C1C(N(C(CC1)=O)CC1=CC=C(C=C1)OC)=O)C)F)F